2-(3,5-dichloro-4-((2,2-difluoro-2'-oxospiro[cyclopropane-1,3'-indoline]-5'-yl)oxy)phenyl)-3,5-dioxo-2,3,4,5-tetrahydro-1,2,4-triazine-6-carbonitrile ClC=1C=C(C=C(C1OC=1C=C2C3(C(NC2=CC1)=O)C(C3)(F)F)Cl)N3N=C(C(NC3=O)=O)C#N